2-((3r,5r,7r)-adamantan-1-yl)-N-(12-(4-(4-amino-3-methoxyphenyl)piperazin-1-yl)dodecyl)acetamide C12(CC3CC(CC(C1)C3)C2)CC(=O)NCCCCCCCCCCCCN2CCN(CC2)C2=CC(=C(C=C2)N)OC